C(C1=CC=CC=C1)NC1CC=C(CC1)C=1C=NC2=CC=C(N=C2C1)C=1C(=NNC1)C1=CC(=C(C=C1)F)F N-benzyl-4-[6-[3-(3,4-difluorophenyl)-1H-pyrazol-4-yl]-1,5-naphthyridin-3-yl]cyclohex-3-en-1-amine